FC1=CC=C(C2=N[Se]N=C21)[N+](=O)[O-] 4-fluoro-7-nitrobenzo[c][1,2,5]selenadiazole